carbon-selenide [C]=[Se]